(S)-1'-(6-amino-5-(thiazol-2-ylthio)pyrazin-2-yl)-5,7-di-hydrospiro[cyclopenta[b]pyridine-6,4'-piperidin]-5-amine NC1=C(N=CC(=N1)N1CCC2(CC1)[C@@H](C=1C(=NC=CC1)C2)N)SC=2SC=CN2